ClC=1C=C(C=CC1)[C@H](C)NC1=CC(N(C(N1)=O)CC)=O (S)-6-((1-(3-chlorophenyl)ethyl)amino)-3-ethylpyrimidine-2,4(1h,3h)-dione